C(C)(C)(C)C=1OC(=CN1)C(=O)NC1=C(C=C(C(=C1)C=1C=C(C=2N(C1)N=C(N2)C)N2CCOCC2)C)F 2-(Tert-butyl)-N-(2-fluoro-4-methyl-5-(2-methyl-8-morpholino-[1,2,4]triazolo[1,5-a]pyridin-6-yl)phenyl)oxazole-5-carboxamide